5-[(3R,5S)-3-amino-5-methyl-1-piperidinyl]quinoline-8-carbonitrile hydrochloride Cl.N[C@H]1CN(C[C@H](C1)C)C1=C2C=CC=NC2=C(C=C1)C#N